C(#N)C=1C=C2C(=CC=NC2=CC1)NCCC=1C=C2C=CC(=CC2=CC1)C(=O)N1CCN(CC1)C(CCCCCCCCCNC(CCCCNC1=C2C(N(C(C2=CC=C1)=O)C1C(NC(CC1)=O)=O)=O)=O)=O N-[10-[4-[6-[2-[(6-cyano-4-quinolyl)amino]ethyl]naphthalene-2-carbonyl]piperazin-1-yl]-10-oxo-decyl]-5-[[2-(2,6-dioxo-3-piperidyl)-1,3-dioxo-isoindolin-4-yl]amino]pentanamide